C(=O)O.ClC=1C(=CC(=C(C1)S(=O)(=O)NC1=NC=NC=C1)F)O[C@@H]1[C@H](C[C@H](CC1)C1=CC(=CC=C1)C(F)(F)F)NCC 5-chloro-4-(((1S,2S,4S)-2-(ethylamino)-4-(3-(trifluoromethyl)phenyl)cyclohexyl)oxy)-2-fluoro-N-(pyrimidin-4-yl)benzenesulfonamide Formate